C[Si](C)(C)CN1N=NC(=C1)[C@H]1N(CCC2(OCCC3=C2SC=C3)C1)C(=O)OC(C)(C)C tert-butyl (2S)-2-(1-((trimethylsilyl)methyl)-1H-1,2,3-triazol-4-yl)-4',5'-dihydrospiro[piperidine-4,7'-thieno[2,3-c]pyran]-1-carboxylate